(S)-3-((tert-butoxycarbonyl)(methyl)amino)-4-((tert-butyldiphenylsilyl)oxy)butanoic acid C(C)(C)(C)OC(=O)N([C@@H](CC(=O)O)CO[Si](C1=CC=CC=C1)(C1=CC=CC=C1)C(C)(C)C)C